[4-(2-aminoethoxy)]4-Phenylbenzylalanine NCCOC1(CC=C(CN[C@@H](C)C(=O)O)C=C1)C1=CC=CC=C1